BrC1=NN(C(=C1)C(C)(C)N)C 2-(3-bromo-1-methyl-1H-pyrazol-5-yl)propan-2-amine